O=S1([C@H](CNCC1)C=1N=CN(C1)C1=C(C=C(C=N1)NC(CN1N=C(C=C1C)C(F)(F)F)=O)F)=O (R)-N-(6-(4-(1,1-Dioxidothiomorpholin-2-yl)-1H-imidazol-1-yl)-5-fluoropyridin-3-yl)-2-(5-methyl-3-(trifluoromethyl)-1H-pyrazol-1-yl)acetamide